OC(C)(C)C=1N(C=CN1)CC1=CC=C(C=C1)C1=C(SC(=C1C)CC(C)C)S(=O)(=O)N (4-((2-(2-hydroxypropan-2-yl)-1H-imidazol-1-yl)methyl)phenyl)-5-isobutyl-4-methylthiophene-2-sulfonamide